2-[(3-chlorophenyl)methyl]-6-(pyrazin-2-yl)-2H-pyrazolo[3,4-d]pyrimidin-4-amine ClC=1C=C(C=CC1)CN1N=C2N=C(N=C(C2=C1)N)C1=NC=CN=C1